2,2-difluoromorpholine hydrochloride Cl.FC1(CNCCO1)F